5-((N-methyl-2-(3-(trifluoromethoxy)phenoxy)acetamido)methyl)pyrazolo[1,5-a]pyridine-3-carboxamide CN(C(COC1=CC(=CC=C1)OC(F)(F)F)=O)CC1=CC=2N(C=C1)N=CC2C(=O)N